C(C)(=O)O.C(CCCCCCCCC\C=C/CCCC)=O (Z)-11-hexadecenal acetate